CC=1C(=NC=CC1)C1=NOC(=N1)NC1=NC=C(C=C1)N1CCCC1 3-(3-Methylpyridin-2-yl)-N-(5-(pyrrolidin-1-yl)pyridin-2-yl)-1,2,4-oxadiazol-5-amine